6-bromo-N'-[4-[tert-butyl(dimethyl)silyl]oxy-2-chloro-phenyl]-4-chloro-pyrrolo[1,2-b]pyridazine-3-carboxamidine BrC=1C=C2N(N=CC(=C2Cl)C(=NC2=C(C=C(C=C2)O[Si](C)(C)C(C)(C)C)Cl)N)C1